rac-(6-Fluoro-1,9-dimethyl-1,3,4,5-tetrahydropyrido[4,3-b]indol-2-yl)-[5-(trifluoromethyl)-1H-pyrazol-3-yl]methanone FC1=CC=C(C=2C3=C(NC12)CCN([C@@H]3C)C(=O)C3=NNC(=C3)C(F)(F)F)C |r|